6-(2-(2H-Tetrazol-5-yl)ethyl)-2-amino-7-oxo-6-phenyl-4,5,6,7-tetrahydrobenzo[b]thiophene N=1NN=NC1CCC1(CCC2=C(SC(=C2)N)C1=O)C1=CC=CC=C1